3-(4-(4-Aminobut-1-yn-1-yl)-5-fluoro-1-oxoisoindolin-2-yl)piperidine-2,6-dione NCCC#CC1=C2CN(C(C2=CC=C1F)=O)C1C(NC(CC1)=O)=O